BrC=1C=CC(=C(C1)C1=NN(C=C1NC(=O)C=1C=NN2C1N=CC=C2)C)OC(F)F N-[3-[5-bromo-2-(difluoromethoxy)phenyl]-1-methyl-pyrazol-4-yl]pyrazolo[1,5-a]pyrimidine-3-carboxamide